C(#N)C(C(=O)N)=CC1=CC(=C(C(=C1)Cl)OCC=1C(=C(C=CC1)C1=CC=CC=C1)C)Cl cyano-3-(3,5-dichloro-4-((2-methyl-[1,1'-biphenyl]-3-yl)methoxy)phenyl)acrylamide